C(C)(C)(C)OC(=O)N1CC2N(CCC2C1)C1=CN=CC(=N1)NC=1C2=C(C(=NC1)Cl)CN(C2=O)C(=O)OC(C)(C)C tert-butyl 7-((6-(5-(tert-butoxycarbonyl) hexahydropyrrolo[3,4-b]pyrrol-1(2H)-yl) pyrazin-2-yl) amino)-4-chloro-1-oxo-1,3-dihydro-2H-pyrrolo[3,4-c]pyridine-2-carboxylate